N1(CCC1)C(CC1=CC=C(C=C1)NC=1N=CC2=C(N1)CN(CC2)C2=C(C1=C(OCCN1C(=O)[O-])N=C2)C)=O 7-[2-({4-[2-(azetidin-1-yl)-2-oxoethyl]phenyl}amino)-5H,6H,7H,8H-pyrido[3,4-d]pyrimidin-7-yl]-8-methyl-1H,2H,3H-pyrido[2,3-b][1,4]oxazine-1-carboxylate